ClC1=NC2=NC(=C(N=C2C(=N1)Cl)C)C 2,4-dichloro-6,7-dimethylpteridine